[Cl-].C(=CC1=CC=CC=C1)C[NH+](CCC[Si](OCC)(OCC)OCC)CCC[Si](OCC)(OCC)OCC (styrylmethyl)bis(triethoxysilylpropyl)ammonium chloride